CC(C)(N1CCN(CC1)S(=O)(=O)C1=CC=C(C=C1)C)C1=CC=C(C(=O)OC)C=C1 methyl 4-[1-methyl-1-[4-(p-tolylsulfonyl)piperazin-1-yl]ethyl]benzoate